2-(2-(2,2-Dimethylbenzo[d][1,3]dioxolan-5-yl)-6-methyl-3-oxo-2,3-dihydropyridazine-4-carbonyl)cyclohexane-1,3-dione CC1(OC2=C(O1)C=CC(=C2)N2N=C(C=C(C2=O)C(=O)C2C(CCCC2=O)=O)C)C